(S)-indolin-2-ylmethanol N1[C@@H](CC2=CC=CC=C12)CO